dipropyl 2,4-dioxoglutarate O=C(C(=O)OCCC)CC(C(=O)OCCC)=O